Cl.ClC1=C(C2=C(N(C1=O)CC1CC1)CNC2)C 3-Chloro-1-(cyclopropylmethyl)-4-methyl-1,5,6,7-tetrahydro-2H-pyrrolo[3,4-b]pyridin-2-one Hydrochloride